benzyl (R)-4-(N-((5-cyclohexylpyridin-2-yl)methyl)-1-((perfluorophenyl)sulfonyl)azetidine-2-carboxamido)benzoate C1(CCCCC1)C=1C=CC(=NC1)CN(C(=O)[C@@H]1N(CC1)S(=O)(=O)C1=C(C(=C(C(=C1F)F)F)F)F)C1=CC=C(C(=O)OCC2=CC=CC=C2)C=C1